4-methoxybenzimidazole sodium [Na].COC1=CC=CC=2N=CNC21